ClC1=C2C[C@@H](CC2=CC=C1)O (1S,2R)-4-chloro-2-hydroxy-2,3-dihydro-1H-inden